FC=1C=C(C=C(C1)F)[C@@H]1CC=NN1C(=O)N1CC(C1)OC1=CC(=NC=C1F)C1=C(C(=NN1C)C(=O)N)C (S)-5-(4-((1-(5-(3,5-difluorophenyl)-4,5-dihydro-1H-pyrazole-1-carbonyl)azetidin-3-yl)oxy)-5-fluoropyridin-2-yl)-1,4-dimethyl-1H-pyrazole-3-carboxamide